C1(=C(C(=CC=C1)C)C)SP(=S)([O-])[O-].[Na+].[Na+] sodium xylyldithiophosphate